(E)-3-(3,5-difluorophenyl)acrylaldehyde FC=1C=C(C=C(C1)F)/C=C/C=O